C12CN(CC2C1)C1=C(C(=C(C(=O)[O-])C=C1)F)C#N 4-{3-Azabicyclo[3.1.0]hex-3-yl}-3-cyano-2-fluorobenzoate